(S)-4-(3-amino-1-(2-fluoro-4-(3-methoxypyrrolidin-1-yl)phenyl)-1H-pyrazol-5-yl)-2-fluorobenzonitrile NC1=NN(C(=C1)C1=CC(=C(C#N)C=C1)F)C1=C(C=C(C=C1)N1C[C@H](CC1)OC)F